Cl[Ru](C1=CC=CC=C1)(C1=CC=CC=C1)Cl dichlorobis-phenyl ruthenium